C(=O)(O)C(C)[N+]1=CC(=CC=C1CO)O N-(1-carboxyethyl)-3-hydroxy-6-hydroxymethyl-pyridinium